The molecule is a hydrate that is the hemihydrate form of lorcaserin hydrochloride. Used as an anti-obesity drug. It has a role as an appetite depressant and a serotonergic agonist. It contains a lorcaserin hydrochloride. C[C@H]1CNCCC2=C1C=C(C=C2)Cl.C[C@H]1CNCCC2=C1C=C(C=C2)Cl.O.Cl.Cl